N-(4-((6-(8-cyano-2-methylimidazo[1,2-a]pyridin-6-yl)-2-(1,1-difluoroethyl)pyrimidin-4-yl)amino)-5-methoxypyridin-2-yl)acetamide C(#N)C=1C=2N(C=C(C1)C1=CC(=NC(=N1)C(C)(F)F)NC1=CC(=NC=C1OC)NC(C)=O)C=C(N2)C